C(C)(=O)C1=C(NC=2C1=NC(=C(C2)C)N)CNC(C2=CC=CC=C2)=O N-((3-acetyl-5-amino-6-methyl-1H-pyrrolo[3,2-b]pyridin-2-yl)methyl)benzamide